Dimethyl (2-(o-tolyl)-1,2,3,4-tetrahydroisoquinolin-1-yl)phosphonate C1(=C(C=CC=C1)N1C(C2=CC=CC=C2CC1)P(OC)(OC)=O)C